methylbis(2-hydroxyethyl)octadecylammonium chloride [Cl-].C[N+](CCCCCCCCCCCCCCCCCC)(CCO)CCO